3-bromo-1-{(2R)-2-[(tert-butoxycarbonyl)amino]propyl}-1H-pyrazole-5-carboxylic acid BrC1=NN(C(=C1)C(=O)O)C[C@@H](C)NC(=O)OC(C)(C)C